NC1=CC=C(C(=O)NC2CC(C(C(C2)C)C)NC(C2=CC=C(C=C2)N)=O)C=C1 N,N'-bis(4-aminobenzoyl)4,5-dimethylcyclohexane-1,3-diamine